7-(naphthalen-1-yl)-6,7-dihydro-5H-pyrano[2,3-d]pyrimidine-2-carboxylic acid C1(=CC=CC2=CC=CC=C12)C1CCC2=C(N=C(N=C2)C(=O)O)O1